NCCC1=NC=CC(=C1)NC=1C(=NC(=C(N1)N(C)C(C)C)CC)C(=O)N 3-((2-(2-aminoethyl)pyridin-4-yl)amino)-6-ethyl-5-(isopropyl-(methyl)amino)pyrazine-2-carboxamide